6'-(((1S,3S)-3-((5-Methylpyrazin-2-yl)amino)cyclopentyl)amino)-3-(1H-1,2,3-triazol-4-yl)-2H-[1,3'-bipyridin]-2-one CC=1N=CC(=NC1)N[C@@H]1C[C@H](CC1)NC1=CC=C(C=N1)N1C(C(=CC=C1)C=1N=NNC1)=O